CC(CC)OCCN 2-(1-methylpropyloxy)ethylamine